1-(4-(2-(benzo[d][1,3]dioxol-5-yl)cyclopropanecarbonyl)piperazin-1-yl)-2-(cyclopentylthio)ethanone O1COC2=C1C=CC(=C2)C2C(C2)C(=O)N2CCN(CC2)C(CSC2CCCC2)=O